tert-butyl 4-(4-bromopyrazol-1-yl)piperidine-1-carboxylate BrC=1C=NN(C1)C1CCN(CC1)C(=O)OC(C)(C)C